C1(=C(C=CC=C1)P1C(CCC1C)C)P1C(CCC1C)C 1,1'-(1,2-phenylene)bis[2,5-dimethylphospholane]